FC1=C(C(=C(C(=C1[B-](C1=C(C(=C(C(=C1F)F)F)F)F)(C1=C(C(=C(C(=C1F)F)F)F)F)C1=C(C(=C(C(=C1F)F)F)F)F)F)F)F)F.C(CCCCC)[NH+](C1=CC=CC=C1)CCCCCC N,N-dihexylanilinium tetrakis(pentafluorophenyl)borate